C(CCCCCCC\C=C/CCCCCCCC)(=O)[O-].C(CCC)[NH3+] butyl-ammonium oleate salt